BrC1=NC(=CC(=C1O)OC(CO)C)I 2-bromo-4-((1-hydroxypropan-2-yl)oxy)-6-iodopyridin-3-ol